1-(2-Chloro-3-(4-(pyrimidin-2-yl)piperazine-1-carbonyl)benzyl)quinazoline-2,4(1H,3H)-dione ClC1=C(CN2C(NC(C3=CC=CC=C23)=O)=O)C=CC=C1C(=O)N1CCN(CC1)C1=NC=CC=N1